6-Chloro-1-(3,5-diisopropyl-4-pyridyl)-4-[(2S,5R)-2,5-dimethyl-4-prop-2-enoyl-piperazin-1-yl]-7-(2-fluorophenyl)pyrido[2,3-d]pyrimidin-2-one ClC1=CC2=C(N(C(N=C2N2[C@H](CN([C@@H](C2)C)C(C=C)=O)C)=O)C2=C(C=NC=C2C(C)C)C(C)C)N=C1C1=C(C=CC=C1)F